COC1=CC=C(C=C1)C1=NC2=CC=CC=C2C(=C1)NCCCN(CCC1N(CCCC1)C(=O)OC(C)(C)C)C tert-butyl 2-(2-((3-((2-(4-methoxyphenyl)quinolin-4-yl)amino)propyl)(methyl)amino)ethyl)piperidine-1-carboxylate